OC=1C=C(C=C(C1O)OC)C1=NC2=C(N1)C=CC(=C2)S(=O)(=O)NC2=CC=CC=C2 2-(3,4-dihydroxy-5-methoxyphenyl)-N-phenyl-1H-benzo[d]imidazole-5-sulfonamide